4-(6',8'-dihydro-5'H-spiro[cyclobutane-1,7'-quinolin]-3'-ylamino)-2-{3-methoxy-4-[(1r,3r)-3-(dimethylamino)cyclobutoxy]phenylamino}pyrimidine N1=CC(=CC=2CCC3(CC12)CCC3)NC3=NC(=NC=C3)NC3=CC(=C(C=C3)OC3CC(C3)N(C)C)OC